N1C(CCCC1)CCOCCO 2-[2-(2-piperidinyl)ethoxy]ethanol